P(=O)(OCC(C)O)(OCC(C)O)OCC(C)O tri(2-hydroxypropyl) phosphate